(8-piperazin-1-yl-4-isoquinolinyl)hexahydropyrimidine-2,4-dione N1(CCNCC1)C=1C=CC=C2C(=CN=CC12)N1C(NC(CC1)=O)=O